2-[3-[tert-butyl(dimethyl)silyl]oxy-3-methyl-butyl]-6-methoxy-7-methyl-pyrazolo[1,5-a]pyridin-5-amine [Si](C)(C)(C(C)(C)C)OC(CCC1=NN2C(C=C(C(=C2C)OC)N)=C1)(C)C